ClC=1C(=C(C=CC1)N1CCN(CC1)C(CN1N=C(C=2CC(CCC12)(F)F)C(=O)N1CCN(CC1)C(CO)=O)=O)C 1-(4-(3-Chloro-2-methylphenyl)piperazin-1-yl)-2-(5,5-difluoro-3-(4-(2-hydroxyacetyl)piperazin-1-carbonyl)-4,5,6,7-tetrahydro-1H-indazol-1-yl)ethan-1-on